ClC=1C=C(C(=O)NC2=CC(=C(C=C2)C)C2=NC(=NN2)C2=CC=C(C=C2)F)C=CC1 3-Chloro-N-{3-[3-(4-fluorophenyl)-1H-1,2,4-triazol-5-yl]-4-methylphenyl}benzamide